bis(3,6,8-tri-tert-butyl-2-naphthyl) phenyl phosphite P(OC1=CC2=C(C=C(C=C2C=C1C(C)(C)C)C(C)(C)C)C(C)(C)C)(OC1=CC2=C(C=C(C=C2C=C1C(C)(C)C)C(C)(C)C)C(C)(C)C)OC1=CC=CC=C1